(4-(2-oxopyrrolidin-1-yl)phenyl)boronic acid O=C1N(CCC1)C1=CC=C(C=C1)B(O)O